(S)-3,4-diaminobutanoic acid N[C@@H](CC(=O)O)CN